CC(/C=C/C(C(=O)O)NC(C1=CC=C(C=C1)OC1=NC(=CN=C1)C)=O)(C)C (E)-5,5-dimethyl-2-[p-(6-methyl-2-pyrazinyloxy)benzoylamino]-3-hexenoic acid